C(C)(C)(C)C1=C(C(=CC(=C1)CN(C)C)C(C)(C)C)O 2,6-di-t-Butyl-4-(N,N-dimethylaminomethyl)phenol